ethenamine hydrochloride Cl.C(=C)N